trans-p-chlorophenyl-cinnamaldehyde ClC1=CC=C(C=C(C=O)C2=CC=CC=C2)C=C1